C(C)P(CCCC(=O)O)CC 4-(diethyl-phosphino)butyric acid